C(C=C)C1(CCC(CC1)=O)CC=C diallyl-cyclohexanone